2-chloro-N-[1-[rac-(2R,4S)-4-hydroxypyrrolidine-2-carbonyl]piperidine-3-yl]-4-[[3-[3-(trifluoromethyl)-1H-pyrazol-4-yl]imidazo[1,2-a]pyrazin-8-yl]amino]benzamide ClC1=C(C(=O)NC2CN(CCC2)C(=O)[C@@H]2NC[C@H](C2)O)C=CC(=C1)NC=1C=2N(C=CN1)C(=CN2)C=2C(=NNC2)C(F)(F)F |r|